tert-butyl 4-(6-(6-cyano-8-fluoro-3,4-dihydroisoquinolin-2(1H)-yl)pyridin-2-yl)piperidine-1-carboxylate C(#N)C=1C=C2CCN(CC2=C(C1)F)C1=CC=CC(=N1)C1CCN(CC1)C(=O)OC(C)(C)C